1-Methylpiperidin-4-yl (R)-1-((4-(N,N-diethylsulfamoyl)phenyl)sulfonyl)piperidine-3-carboxylate C(C)N(S(=O)(=O)C1=CC=C(C=C1)S(=O)(=O)N1C[C@@H](CCC1)C(=O)OC1CCN(CC1)C)CC